Pyrido[4,3-d]pyrimidin-7(6H)-one N1=CN=CC=2C1=CC(NC2)=O